CN(C)CCCN(CCCN(C)C)C 2,6,10-trimethyl-2,6,10-triazaundecane